N-(3-(5-chloro-1H-indol-3-yl)propyl)-3-fluoro-4-(3-(4-methylpiperazin-1-yl)propoxy)benzenesulfonamide ClC=1C=C2C(=CNC2=CC1)CCCNS(=O)(=O)C1=CC(=C(C=C1)OCCCN1CCN(CC1)C)F